S1C(=CC=2C1=CN=CC2)N thieno[2,3-c]pyridin-2-amine